BrC=1C=C(C=C(C1F)F)NC(=O)[C@@H]1[C@@H](N(CC1)C(=O)OC(C)(C)C)C tert-butyl (2S,3S)-3-((3-bromo-4,5-difluorophenyl)carbamoyl)-2-methylpyrrolidine-1-carboxylate